(R)-N4-(3-Chloro-1-(6-(trifluoromethyl)pyridin-3-yl)-1H-pyrazol-4-yl)-2-methyl-N1-((S)-11-oxo-2,3,10,11-tetrahydro-1H,5H-benzo[d]pyrazolo[1,2-a][1,2]diazepin-10-yl)succinamid ClC1=NN(C=C1NC(C[C@H](C(=O)N[C@H]1C2=C(CN3N(C1=O)CCC3)C=CC=C2)C)=O)C=2C=NC(=CC2)C(F)(F)F